CC(C(=O)O)(C(C)C)C(C)C 2,3-dimethyl-2-(2-propyl)butanoic acid